2-imino-3-(2-isopropyl-5-methylphenyl)thiazolidine-4-one N=C1SCC(N1C1=C(C=CC(=C1)C)C(C)C)=O